FC1=C(C(=CC=C1)OC)N1N=C2C(=CC1=O)NN=C2C2=CC(=CC=C2)N2CC1CCC(C2)N1C 5-(2-Fluoro-6-methoxyphenyl)-3-(3-(8-methyl-3,8-diazabicyclo[3.2.1]octan-3-yl)phenyl)-1H-pyrazolo[4,3-c]pyridazin-6(5H)-on